(R)-4-ethyl-4-hydroxy-1,7-dihydro-3H-pyrano[3,4-c]pyridine-3,8(4H)-dione C(C)[C@@]1(C(OCC=2C(NC=CC21)=O)=O)O